NS(=O)(=O)NCCNC=1C(=NON1)C(NC1=CC(=CC=C1)C(F)(F)F)=NO 4-({2-[(Aminosulfonyl)amino]ethyl}-amino)-N'-hydroxy-N-[3-(trifluoromethyl)phenyl]-1,2,5-oxadiazol-3-carboximidamid